ClC=1C=CC=C2C=CC=C(C12)C(=O)N1CC=2N=C(N=C(C2C1)N1C[C@@H](NCC1)CC#N)OC[C@H]1N(CCC1)C 2-((S)-4-(6-(8-chloro-1-naphthoyl)-2-(((S)-1-methylpyrrolidin-2-yl)methoxy)-6,7-dihydro-5H-pyrrolo[3,4-d]pyrimidin-4-yl)piperazin-2-yl)acetonitrile